2-(2'-hydroxy-3'-dodecyl-5'-methyl-decyl)benzotriazole OC(CN1N=C2C(=N1)C=CC=C2)C(CC(CCCCC)C)CCCCCCCCCCCC